Cl.N[C@@H](C(=O)NCC(C)(C)C)CCCC (R)-2-amino-N-neopentylhexanamide hydrochloride